O[C@@H]1CN(C[C@@H](C1)NC=1C2=C(N=CN1)N(C=C2)C(C2=CC=CC=C2)(C2=CC=CC=C2)C2=CC=CC=C2)C(=O)OC(C)(C)C (3S,5R)-tert-Butyl 3-hydroxy-5-((7-trityl-7H-pyrrolo[2,3-d]pyrimidin-4-yl)amino)piperidine-1-carboxylate